BrC1=C(C=CC(=N1)N(C(=O)OC(C)(C)C)C(=O)OC(C)(C)C)Cl Di-tert-butyl (6-bromo-5-chloropyridin-2-yl)-2-imidodicarbonate